C(C)(C)(C)OC(=O)N1CC(CC(C1)CO)OC(F)F.CC1=C(C=CC(=C1)C)NC(=O)N1CCN(CC1)CC1=C(C=C(C=C1)C(F)(F)F)N1CCC(CC1)C1=CC=CC=C1 N-(2,4-dimethylphenyl)-4-(2-(4-phenylpiperidin-1-yl)-4-(trifluoromethyl)benzyl)piperazine-1-carboxamide tert-butyl-3-(difluoromethoxy)-5-(hydroxymethyl)piperidine-1-carboxylate